N12CCC(CC1)(CC2)COC(=O)N2C(C1=CC=CC=C1CC2)C2=CC(=CC(=C2)F)F quinuclidin-4-ylmethyl-1-(3,5-difluorophenyl)-3,4-dihydroisoquinoline-2(1H)-carboxylate